4-[dimethoxy(trimethylsiloxy)silyl]styrene CO[Si](C1=CC=C(C=C)C=C1)(O[Si](C)(C)C)OC